N-(2-Chlorophenyl)-4-(3-(4-methoxyphenyl)-1,2,4-oxadiazol-5-yl)piperazine-1-carboxamide ClC1=C(C=CC=C1)NC(=O)N1CCN(CC1)C1=NC(=NO1)C1=CC=C(C=C1)OC